OC=1C=C(C=CC1)[C@H]1[C@@H](CNC1)C(=O)N trans-4-(3-hydroxyphenyl)pyrrolidine-3-carboxamide